C(C)(C)(C)OC(=O)N1CCC=C(C1)C=1N(C2=C(C=C(C=C2C1F)C(=O)O)C=1C(=NC(=CC1)C)CC)CC1CC1 2-(1-tert-butoxycarbonyl-3,6-dihydro-2H-pyridin-5-yl)-1-(cyclopropylmethyl)-7-(2-ethyl-6-methyl-3-pyridyl)-3-fluoro-indole-5-carboxylic acid